2-((perfluoropyridin-4-yl)amino)ethyl methacrylate C(C(=C)C)(=O)OCCNC1=C(C(=NC(=C1F)F)F)F